CN(C=1C=CC=2N(C3=CC=C(C=C3SC2C1)N(C)C)C(=O)OCC1=C(N2C(C(C2SC1)NC(CC1=CC=CC=C1)=O)=O)C(=O)O)C 3-(((3,7-bis(dimethyl-amino)-10H-phenothiazine-10-carbonyl)oxy)methyl)-8-oxo-7-(2-phenyl-acetamido)-5-thia-1-azabicyclo[4.2.0]oct-2-ene-2-carboxylic acid